1-hydroxy-3-aminopropyl-diethoxysilane OC(CCN)[SiH](OCC)OCC